α-methylnaphthalen-8(5h)-one CC1=CC=CC=2CC=CC(C12)=O